BrC=1C(=NC(=C(C1)[N+](=O)[O-])C)Cl 3-bromo-2-chloro-6-methyl-5-nitro-pyridine